FC1=CC=C2CCN(C2=C1)C(=O)N1CCC(CC1)(C(=O)O)CC(=O)N(C1=CC=CC=C1)C1=C(C=CC=C1)F 1-(6-fluoroindoline-1-carbonyl)-4-(2-((2-fluorophenyl)(phenyl)amino)-2-oxoethyl)piperidine-4-carboxylic acid